FC=1C=2N(C=C(C1)C(=O)NC=1C=CC(=C3C=NN(C13)C1OCCCC1)N1CCN(CC1)C(=O)OC(C)(C)C)C=C(N2)C tert-butyl 4-[7-[(8-fluoro-2-methyl-imidazo[1,2-a]pyridine-6-carbonyl)amino]-1-tetrahydropyran-2-yl-indazol-4-yl]piperazine-1-carboxylate